CC=1C(=NC=C(N1)NC(C)CC(C)C)NC1=CC=CC=C1 3-methyl-N5-(4-methylpentan-2-yl)-N2-phenylpyrazine-2,5-diamine